N[C@](C(=O)OC(C)(C)C)(COC(C)(C)C)C1=C(C=CC=C1)[N+](=O)[O-] tert-Butyl (S)-2-amino-3-(tert-butoxy)-2-(2-nitrophenyl)propanoate